F[Au] FLUOROGOLD